C(#N)C1=C2C(=NC=C1OC1=CC(=NC=C1)NC(CF)=O)N=C(N2C)NC=2C(N(C=C(C2)C(F)(F)F)C)=O N-(4-((7-cyano-1-methyl-2-((1-methyl-2-oxo-5-(trifluoromethyl)-1,2-dihydropyridin-3-yl)amino)-1H-imidazo[4,5-b]pyridin-6-yl)oxy)pyridin-2-yl)-2-fluoroacetamide